(3-(methoxymethyl)-1-(3-(trifluoromethyl)benzyl)-1H-indol-5-yl)propenamide COCC1=CN(C2=CC=C(C=C12)C(C(=O)N)=C)CC1=CC(=CC=C1)C(F)(F)F